CN1C2=C(C3=CC=CC=C13)C=C(S2)C(=O)NC2(COCC2)C2=CC=C(C=C2)CC(=O)O 2-(4-(3-(8-methyl-8H-thieno[2,3-b]indole-2-carboxamido)tetrahydrofuran-3-yl)phenyl)acetic acid